C1(CC1)C1CCC(CC1)CN1[C@@H]([C@H]([C@@H]([C@H](C1)O)O)O)CO (2R,3R,4R,5S)-1-(((1s,4S)-4-cyclopropylcyclohexyl)methyl)-2-(hydroxymethyl)piperidine-3,4,5-triol